Benzyl 4-(5-(3-(2-aminoethyl)phenyl)-2-methyl-3-phenylpyrazolo[1,5-a]-pyrimidin-7-yl)piperazine-1-carboxylate NCCC=1C=C(C=CC1)C1=NC=2N(C(=C1)N1CCN(CC1)C(=O)OCC1=CC=CC=C1)N=C(C2C2=CC=CC=C2)C